FC1=C(COC2=C(C=CC=C2)NS(=O)(=O)C2=CC=C(C=C2)OC)C=CC(=C1)F N-(2-((2,4-difluorobenzyl)oxy)phenyl)-4-methoxybenzenesulfonamide